2-bromo-1-(pyridin-2-yl)ethanone hydrobromide Br.BrCC(=O)C1=NC=CC=C1